3-(3-trifluoromethylphenyl)-1,1-dimethylurea FC(C=1C=C(C=CC1)NC(N(C)C)=O)(F)F